methoxy-N-(1-methyl-3-(pyridin-2-yl)-1H-pyrazol-4-yl)-[2,4'-bipyridine]-6-carboxamide COC=1C(=NC(=CC1)C(=O)NC=1C(=NN(C1)C)C1=NC=CC=C1)C1=CC=NC=C1